C1(=CC(=CC=C1)NC1=NC=C2C(N(N(C2=N1)C1=NC(=CC=C1)OC1CCN(CC1)C)CC)=O)C1=CC=CC=C1 6-(3-biphenylylamino)-2-ethyl-1-[6-(1-methyl-4-piperidyloxy)-2-pyridyl]-1,2-dihydro-3H-1,2,5,7-tetraazainden-3-one